5-bromo-6-(2,2-difluoroethoxy)-2-fluoropyridine-3-amine BrC=1C=C(C(=NC1OCC(F)F)F)N